ClC=1C=C(C#N)C=C(C1)OC=1C=CC2=C([S@@](C([C@@H]2F)(F)F)=O)C1C(F)F 3-chloro-5-(((1S,3R)-7-(difluoromethyl)-2,2,3-trifluoro-1-oxido-2,3-dihydrobenzo[b]-thiophen-6-yl)oxy)benzonitrile